FC(C1=NN=C(O1)C1=CC=C(CN2N=C(N=N2)C2=CC=C(CN(C)CC3=CC=NC=C3)C=C2)C=C1)F N-(4-(2-(4-(5-(difluoromethyl)-1,3,4-oxadiazol-2-yl)benzyl)-2H-tetrazol-5-yl)benzyl)-N-methyl-1-(pyridin-4-yl)methylamine